2-(1-Benzothiophen-3-yl)-5-(cyclohexyloxy)-8-ethylquinoline S1C=C(C2=C1C=CC=C2)C2=NC1=C(C=CC(=C1C=C2)OC2CCCCC2)CC